rac-(2r,6s)-4-[8-({2,8-dimethylimidazo[1,2-a]pyrazin-6-yl}carbamoyl)cinnolin-5-yl]-2,6-dimethylpiperazine-1-carboxylic acid tert-butyl ester C(C)(C)(C)OC(=O)N1[C@@H](CN(C[C@@H]1C)C1=C2C=CN=NC2=C(C=C1)C(NC=1N=C(C=2N(C1)C=C(N2)C)C)=O)C |r|